ClC1=NC(=CC=C1C(=O)NS(=O)(=O)C=1C=NN(C1)CCCCC1CC(N(C1)C(=O)OC(C)(C)C)(C)C)N1N=C(C=C1)OCCC1(CC1)C(F)(F)F tert-Butyl 4-[4-[4-[[2-chloro-6-[3-[2-[1-(trifluoromethyl)cyclopropyl]ethoxy]pyrazol-1-yl]pyridine-3-carbonyl]sulfamoyl]pyrazol-1-yl]butyl]-2,2-dimethyl-pyrrolidine-1-carboxylate